FC1(C(N(C2=C(O1)C=CC(=C2)C2=C(C(=C(C(=C2F)F)F)F)F)CC(=O)OC)=O)F methyl 2-(2,2-difluoro-3-oxo-6-(perfluorophenyl)-2,3-dihydro-4H-benzo[b][1,4]oxazin-4-yl)acetate